ClC(C)OC(=O)N1CCCCC1 piperidine-1-carboxylic acid 1-chloroethyl ester